(triphenylphosphonio) difluoroacetate FC(C(=O)O[P+](C1=CC=CC=C1)(C1=CC=CC=C1)C1=CC=CC=C1)F